CC1C(CC(CC1)C)CC 1,4-dimethyl-2-ethylcyclohexane